N[C@@H]([C@@H](C)CC)C(=O)OC Methyl L-isoleucinate